N-(5-methoxy-2-((4-fluorobenzyl)oxy)benzyl)-1-methylpiperidin-4-amine COC=1C=CC(=C(CNC2CCN(CC2)C)C1)OCC1=CC=C(C=C1)F